ClC=1C(=NC(=NC1)NC1CCOCC1)C1=CC=C2CN(C(C2=C1)=O)[C@@H](C(=O)N[C@H](C)C1=CC(=CC=C1)N1CCN(CC1)CCO)C (2R)-2-(6-{5-chloro-2-[(oxan-4-yl)amino]pyrimidin-4-yl}-1-oxo-2,3-dihydro-1H-isoindol-2-yl)-N-[(1R)-1-{3-[4-(2-hydroxyethyl)piperazin-1-yl]phenyl}ethyl]propanamide